(4-bromo-5-fluoro-3-methyl-2-oxo-benzoimidazol-1-yl)-1-[(4-methoxyphenyl)methyl]Piperidine-2,6-dione BrC1=C(C=CC=2N(C(N(C21)C)=O)C2C(N(C(CC2)=O)CC2=CC=C(C=C2)OC)=O)F